NC1=NN=C(S1)[C@H]1[C@@H](C1)C1=CC=C(C#N)C=C1 4-[(1R,2R)-2-(5-amino-1,3,4-thiadiazol-2-yl)cyclopropyl]benzonitrile